(1r,4r)-4-((2-aminopyrimidin-4-yl)oxy)cyclohexane-1-carboxylic acid methyl ester COC(=O)C1CCC(CC1)OC1=NC(=NC=C1)N